acetylfucosylamine C(C)(=O)NC1[C@@H](O)[C@H](O)[C@H](O)[C@@H](O1)C